(5z,8z,11z,14z,17z)-eicosa-5,8,11,14,17-pentaenoic acid ethyl ester C(C)OC(CCC\C=C/C\C=C/C\C=C/C\C=C/C\C=C/CC)=O